C(C)(C)(C)C1N(CCC(C1)N1C=NC2=C(C1=O)SC(=C2)Br)C(=O)OCCCCCCCCCCCOC2=CC=C(C=C2)N=NC2=CC=C(C=C2)CCCC 11-(4-((4-butylphenyl)diazenyl)phenoxy)undecan-1-ol tert-butyl-4-(6-bromo-4-oxothieno[3,2-d]pyrimidin-3(4H)-yl)piperidine-1-carboxylate